CSSC=1OC=CC1 (methyldithio)-furan